2,5-dichloro-7-(3-((5-methyl-1-(2-methylpyridin-3-yl)-4-nitro-1H-pyrazol-3-yl)oxy)propyl)-7H-pyrrolo[2,3-d]pyrimidine ClC=1N=CC2=C(N1)N(C=C2Cl)CCCOC2=NN(C(=C2[N+](=O)[O-])C)C=2C(=NC=CC2)C